[N+](#[C-])C1=CC(=CC(=C1)[N+]#[C-])[N+]#[C-] 1,3,5-triisocyanobenzene